N-[(Z)-[(2,6-dichlorophenyl)-(7-fluoro-5-azaspiro[2.4]heptan-5-yl)methylene]amino]-4-methylbenzenesulfonamide ClC1=C(C(=CC=C1)Cl)/C(/N1CC2(CC2)C(C1)F)=N/NS(=O)(=O)C1=CC=C(C=C1)C